O.O.N1C(C=CC2=CC=CC=C12)=O (E)-1H-quinolin-2-one dihydrate